N1N=NN=C1C1=CC=C(C=N1)[C@@H]1CC2(CC(C2)(F)F)CCN1CC1=C2C=CNC2=C(C=C1C1CC1)C |r| (SR)-6-(6-(1H-tetrazol-5-yl)pyridin-3-yl)-7-((5-cyclopropyl-7-methyl-1H-indol-4-yl)methyl)-2,2-difluoro-7-azaspiro[3.5]nonane